FC(C1=C(C=C(C=C1F)C1=C(C=C(C=C1)C1=CC=C(C=C1)CCC)F)F)(OC1=CC(=C(C(=C1)F)F)F)F 4-[difluoro(3,4,5-Trifluorophenoxy)methyl]-2',3,5-trifluoro-4''-propyl-1,1':4',1''-terphenyl